C(=O)O.C1(CC1)C=1C=NN(C(C1)=O)CC1=CC2=NC=CC(=C2S1)C=1C=C(C=C2CCCN(C12)[C@@H]1CNC(C1)(C)C)C#N (S)-8-(2-((4-cyclopropyl-6-oxopyridazin-1(6H)-yl)methyl)thieno[3,2-b]pyridin-7-yl)-1-(5,5-dimethylpyrrolidin-3-yl)-1,2,3,4-tetrahydroquinoline-6-carbonitrile, formic acid salt